3-((4-((2-Isopropyl-4-phenylthiazol-5-yl)oxy)pyridin-2-yl)amino)benzoic acid C(C)(C)C=1SC(=C(N1)C1=CC=CC=C1)OC1=CC(=NC=C1)NC=1C=C(C(=O)O)C=CC1